3-iodo-4-(1H-1,2,4-triazol-3-yl)-1-(4-(trifluoromethoxy)phenyl)-1H-pyrazolo[3,4-b]pyridine IC1=NN(C2=NC=CC(=C21)C2=NNC=N2)C2=CC=C(C=C2)OC(F)(F)F